BrC=1C(=C(C#N)C=C(C1)F)OC(C)C bromo-5-fluoro-2-isopropoxybenzonitrile